5-(1-phenylethyl)-1,3,4-oxa-diazole C1(=CC=CC=C1)C(C)C1=NN=CO1